BrC1=CC=2C3(C4=CC(=CC=C4C2C=C1)Br)CCCC3 2',7'-dibromo-spiro(cyclopentane-1,9'-fluorene)